FC(CN1N=NC2=C1C=C(C=C2)C=2C(=CN1N=C(N=C(C12)OC)N[C@H]1C(CN(C1)C(C)=O)(F)F)F)F (R)-1-(4-((5-(1-(2,2-difluoroethyl)-1H-benzo[d][1,2,3]triazol-6-yl)-6-fluoro-4-methoxypyrrolo[2,1-f][1,2,4]triazin-2-yl)amino)-3,3-difluoropyrrolidin-1-yl)ethan-1-one